NCCNC(=O)C=1C=CC=2N(C1)C(=C(N2)C2=CC=C(C=C2)C)C2=CC=C(C=C2)C#N N-(2-aminoethyl)-3-(4-cyanophenyl)-2-(p-tolyl)imidazo[1,2-a]pyridine-6-carboxamide